C(CCCCC)C=1N=NN(C1)CCC[Si](OCC)(OCC)OCC 4-hexyl-1-[3-(triethoxysilyl)propyl]-1,2,3-triazole